NC1CCC(CC1)OC1=C(C(=CC=C1)OC)C1=CC(=NN1)NC=1N=CC(=NC1)C#N 5-((5-(2-(((1r,4r)-4-Aminocyclohexyl)oxy)-6-methoxyphenyl)-1H-pyrazol-3-yl)amino)pyrazine-2-carbonitrile